NCC1=CC(=C(C(=C1)C)NC(=O)C1=CC2=C(OCCC3=C2SC=C3)C=C1C=1C(=NC(=CC1)C(=O)N1C(CCC1)C1=CC=CC=C1)C(=O)OC)C methyl 3-(9-((4-(aminomethyl)-2,6-dimethylphenyl)carbamoyl)-4,5-dihydrobenzo[b]thieno[2,3-d]oxepin-8-yl)-6-(2-phenylpyrrolidine-1-carbonyl)picolinate